sodium 3-[(2,3-dihydrothieno[3,4-b][1,4]dioxin-2-yl) methoxy]-1-fluoro-1-propanesulfonate O1C=2C(OCC1COCCC(S(=O)(=O)[O-])F)=CSC2.[Na+]